C(C)(C)(C)OC(=O)N(CC#CC1=CC2=C(S1)C=CC=C2N[C@H]2[C@H](CN(CC2)C(=O)OC(C)(C)C)F)C2=C(C=C(C=C2)S(=O)(=O)C)OC tert-butyl (3S,4R)-4-((2-(3-((tert-butoxycarbonyl)(2-methoxy-4-(methylsulfonyl)phenyl)amino)prop-1-yn-1-yl)benzo[b]thiophen-4-yl)amino)-3-fluoropiperidine-1-carboxylate